FC(C(=O)O)(F)F.NC1=C2C(=NC=N1)N(N=C2C)C(C)C=2C(=C(C(=C(C2)Cl)C)C2CN(C2)[C@@H](C(=O)NC)C)OC (2R)-2-(3-{3-[1-(4-Amino-3-methyl-1H-pyrazolo[3,4-d]pyrimidin-1-yl)ethyl]-5-chloro-2-methoxy-6-methylphenyl}azetidin-1-yl)-N-methylpropanamide Trifluoroacetate